C(C)(C)C1=C(C(=CC(=C1)C)C(C)C)N(C1CC(C1)NC(=O)N)C1=NC(N2C(C3=CC(=C(C=C3CC2)OC)OC)=C1)=O 1-(3-((2,6-diisopropyl-4-methylphenyl)(9,10-dimethoxy-4-oxo-6,7-dihydro-4H-pyrimido[6,1-a]isoquinolin-2-yl)amino)cyclobutyl)urea